4-methoxy-2,6-diethynylpyridine COC1=CC(=NC(=C1)C#C)C#C